C1(CC1)C1CC(CO1)C 5-cyclopropyl-3-methyltetrahydrofuran